10-{4-[4-({(1R)-1-[3-(difluoromethyl)-2-fluorophenyl]ethyl}amino)-2-methylpyrido[3,4-d]pyrimidin-6-yl]piperazin-1-yl}-10-oxodecanoic acid FC(C=1C(=C(C=CC1)[C@@H](C)NC=1C2=C(N=C(N1)C)C=NC(=C2)N2CCN(CC2)C(CCCCCCCCC(=O)O)=O)F)F